Secondary amyl ether C(C)(CCC)OC(C)CCC